OS1(C2=C(C=C1)C=C(C=C2)B(O)O)O (1,1-dihydroxybenzo[b]thiophen-5-yl)boronic acid